6-(1-bromoethyl)-3-methoxy-1-methyl-2-oxopyridine-4-carboxylic acid ethyl ester C(C)OC(=O)C1=C(C(N(C(=C1)C(C)Br)C)=O)OC